C(CCCCCCCC)(=O)C(O)[C@](O)([C@@](O)([C@H](O)[C@H](O)COC(CCCCCCCC)=O)C(CCCCCCCC)=O)C(CCCCCCCC)=O 1,2,3,6-O-tetranonanoyl-sorbitol